BrC1=CC=C(C=C1)C1=NOC(=N1)CC(C(=O)O)=C ((3-(4-bromophenyl)-1,2,4-oxadiazol-5-yl)methyl)acrylic acid